N[C@@H]1[C@@H]2CC[C@H](C1)N2CC=2C=CC(=C(C2)C2=CC(=C(C=C2)C#N)F)C=2C=C1C=CN(C1=CC2F)CC(C)(C)O |o1:1,2,5| 5'-(((1S,2S,4R)-rel-2-amino-7-azabicyclo[2.2.1]heptan-7-yl)methyl)-3-fluoro-2'-(6-fluoro-1-(2-hydroxy-2-methylpropyl)-1H-indol-5-yl)-[1,1'-biphenyl]-4-carbonitrile